C(CCCC\C=C/C\C=C/C\C=C/CCCCC)(=O)O γ-linolenic acid